NC1=C(C=C(C=N1)C=1C=C(C(=O)NCCN2CCCC2)C=CC1)OC(C)C1=C(C(=CC=C1F)F)Cl 3-{6-amino-5-[1-(2-chloro-3,6-difluoro-phenyl)-ethoxy]-pyridin-3-yl}-N-(2-pyrrolidin-1-yl-ethyl)-benzamide